methyl-(3-methylbutyl)amine CNCCC(C)C